FC1(C2=CC=CC=C2C=2C=C(C=CC12)C(=O)NCC(=O)N1[C@@H](C[C@@H](C1)C)C(=O)OC)F methyl (2S,4S)-1-((9,9-difluoro-9H-fluorene-3-carbonyl)glycyl)-4-methylpyrrolidine-2-carboxylate